Methyl-4-(4-hydroxy-6-methyl-2-oxo-2H-pyran-3-yl)-4-oxobutanoic acid CC(C(=O)O)CC(=O)C=1C(OC(=CC1O)C)=O